OCCC(O[Si](OC)(OC)CCCN)CCO bis(2-hydroxyethyl)-3-aminopropyltrimethoxysilane